2-ethyl-indol C(C)C=1NC2=CC=CC=C2C1